IC=1C=C(C=CC1SC)SCCC(=O)OC(CCCCC)CC ethylhexyl 3-((3-iodo-4-(methylthio)phenyl)thio)propanoate